OC1(CCN(CC1)C)CC(=O)N1CCC2=CC=CC=C12 2-(4-hydroxy-1-methylpiperidin-4-yl)-1-(indolin-1-yl)ethan-1-one